ClC1=CC(=C(C=C1C1=CC=NS1)NS(=O)(=O)C=1C=C(C(=O)O)C=CC1C1CC1)OC1CC(C1)(F)F 3-(N-(4-chloro-2-(3,3-difluorocyclobutoxy)-5-(isothiazol-5-yl)phenyl)sulfamoyl)-4-cyclopropyl-benzoic acid